NC=1C=C2CCC(N(C2=C(C1)C(F)(F)F)C1CC(C1)(C)O)=O 6-amino-1-[(cis)-3-hydroxy-3-methylcyclobutyl]-8-(trifluoromethyl)-1,2,3,4-tetrahydroquinolin-2-one